ClC1=NC(=C2NC(N(C2=N1)CC1=CC=C(C=C1)C=1N(C=C(N1)C(F)(F)F)C)=O)NC 2-chloro-9-(4-(1-methyl-4-(trifluoromethyl)-1H-imidazol-2-yl)benzyl)-6-(methylamino)-7,9-dihydro-8H-purin-8-one